CC=1C(=C(C(=C2CC3=CC=CC=C3C12)CCC(=O)O)CCC(=O)O)C.COC(=O)CCC1(C2=CC=CC=C2C=2C=CC=CC12)CCC(=O)OC 9,9-Bis(2-methoxycarbonylethyl)fluorene (dimethyl fluorenedipropionate)